(2R,3R)-2-hydroxy-3-methoxybutyl 4-methylbenzenesulfonate CC1=CC=C(C=C1)S(=O)(=O)OC[C@H]([C@@H](C)OC)O